N-{2-[3-amino-4-(2-methoxyethoxy)pyrrolidin-1-yl]-5,6,7,8-tetrahydroquinolin-6-yl}-5-chloro-7-ethyl-7H-pyrrolo[2,3-c]pyridazine-3-carboxamide NC1CN(CC1OCCOC)C1=NC=2CCC(CC2C=C1)NC(=O)C1=CC2=C(N=N1)N(C=C2Cl)CC